(2S,3R)-3-((2-amino-6-methylpyridin-4-yl)methyl)-N2-(1-methyl-1H-pyrazol-4-yl)-N1-((R)-1-(2-fluoro-4-methylphenyl)propyl)-N2-methyl-4-oxoazetidine-1,2-dicarboxamide NC1=NC(=CC(=C1)C[C@@H]1[C@H](N(C1=O)C(=O)N[C@H](CC)C1=C(C=C(C=C1)C)F)C(=O)N(C)C=1C=NN(C1)C)C